1,2-dicyclohexyl-3-hexylguanidine C1(CCCCC1)NC(=NC1CCCCC1)NCCCCCC